ON[C@@H](CC1=CNC2=CC=CC=C12)C(=O)O N-hydroxy-L-tryptophan